O=C1NC2=CC=CN=C2CC1 2-oxo-3,4-dihydro-1,5-naphthyridin